C1(CCCCC1)CCC(CCOC)OC (cyclohexylethyl)-1,3-dimethoxypropane